(5Z,8Z,11Z,14Z,17Z)-icosa-5,8,11,14,17-pentaenoate C(CCC\C=C/C\C=C/C\C=C/C\C=C/C\C=C/CC)(=O)[O-]